(benzo[d]thiazol-6-yl)methanone S1C=NC2=C1C=C(C=C2)C=O